FC1=NC=CC=C1OC 2-fluoro-3-methoxypyridine